(E)-4-(3-(4-methoxyphenyl)pent-2-en-1-yl)-N-phenylpiperidine-1-carboxamide COC1=CC=C(C=C1)/C(=C/CC1CCN(CC1)C(=O)NC1=CC=CC=C1)/CC